N4-(5-(1-(2-((tert-butyldimethylsilyl)oxy)ethyl)-1H-pyrazol-4-yl)-4-cyclopropoxypyridin-2-yl)-2-(difluoromethyl)-N6-(2,4-dimethoxybenzyl)pyrimidine-4,6-diamine [Si](C)(C)(C(C)(C)C)OCCN1N=CC(=C1)C=1C(=CC(=NC1)NC1=NC(=NC(=C1)NCC1=C(C=C(C=C1)OC)OC)C(F)F)OC1CC1